(3S,4S)-4-(3-bromo-5-chloro-1-methyl-pyrazol-4-yl)-1-methyl-2-oxo-N-(2,3,4-trifluorophenyl)pyrrolidine-3-carboxamide BrC1=NN(C(=C1[C@@H]1[C@H](C(N(C1)C)=O)C(=O)NC1=C(C(=C(C=C1)F)F)F)Cl)C